2-(4-fluorophenyl)-7-(trifluoromethyl)[1,2,4]triazolo[1,5-c]quinazolin FC1=CC=C(C=C1)C1=NN2C=NC=3C(=CC=CC3C2=N1)C(F)(F)F